The molecule is an acyl-CoA oxoanion that is the pentaanion of trans-2-octenedioyl-CoA, arising from deprotonation of phosphate, diphosphate and carboxylic acid functions; major species at pH 7.3. It is a conjugate base of a trans-2-octenedioyl-CoA. CC(C)(COP(=O)([O-])OP(=O)([O-])OC[C@@H]1[C@H]([C@H]([C@@H](O1)N2C=NC3=C(N=CN=C32)N)O)OP(=O)([O-])[O-])[C@H](C(=O)NCCC(=O)NCCSC(=O)/C=C/CCCCC(=O)[O-])O